Cl.C12C3=CC=CC=C3C(C=C1)N2 11-Azatricyclo[6.2.1.02,7]undeca-2,4,6,9-tetraene hydrochloride